C(C)(C)(C)OC(=O)N1[C@@H](C[C@@H](C1)OC)C(N)=O tert-butyl-(2s,4s)-2-carbamoyl-4-methoxypyrrolidine-1-carboxylate